N-[2-[4-(4-quinoxalin-2-ylpyrazol-1-yl)cyclohexyl]ethyl]carbamate N1=C(C=NC2=CC=CC=C12)C=1C=NN(C1)C1CCC(CC1)CCNC([O-])=O